1,7-diphenyl-5-(2,2,2-trifluoroethyl)hept-6-yn-2-one C1(=CC=CC=C1)CC(CCC(C#CC1=CC=CC=C1)CC(F)(F)F)=O